N-(4-((7-(2-(3-ethynylazetidin-1-yl)ethoxy)-6-methoxyquinolin-4-yl)oxy)-3-fluorophenyl)-5-(4-fluorophenyl)-6-oxo-2,3,5,6-tetrahydrofuro[3,2-c]pyridine-7-carboxamide C(#C)C1CN(C1)CCOC1=C(C=C2C(=CC=NC2=C1)OC1=C(C=C(C=C1)NC(=O)C1=C2C(=CN(C1=O)C1=CC=C(C=C1)F)CCO2)F)OC